4-[5-(2,6-dibenzyloxy-pyridin-3-ylamino)-pyridin-2-yl]-piperazine-1-carboxylic acid tert-butyl ester C(C)(C)(C)OC(=O)N1CCN(CC1)C1=NC=C(C=C1)NC=1C(=NC(=CC1)OCC1=CC=CC=C1)OCC1=CC=CC=C1